1,3,5-O-trinonyl-xylitol C(CCCCCCCC)C([C@H](O)[C@@](O)([C@H](O)COCCCCCCCCC)CCCCCCCCC)O